C(#N)C1=C(C=CC=C1)[C@H]([C@@H](C)C=1N(C(C(=C(N1)C(=O)NC=1C=NOC1)O)=O)C)C=1C=NN(C1)C(F)F 2-((1S,2R)-1-(2-cyanophenyl)-1-(1-(difluoromethyl)-1H-pyrazol-4-yl)propan-2-yl)-5-hydroxy-N-(isoxazol-4-yl)-1-methyl-6-oxo-1,6-dihydropyrimidine-4-carboxamide